tert-Butyl N-[2-(8-fluoro-6-formyl-6,7-dihydro-5H-cyclopenta[f]benzotriazol-2-yl)ethyl]carbamate FC1=C2C(=CC=3C1=NN(N3)CCNC(OC(C)(C)C)=O)CC(C2)C=O